OC=1C=C(OCCCS(=O)(=O)O)C=CC1C(\C=C\C1=CC(=C(C=C1)OC)OCC1=CC=CC=C1)=O 3-[3-Hydroxy-4-[(E)-3-(4-methoxy-3-phenylmethoxyphenyl)prop-2-enoyl]phenoxy]propane-1-sulfonic acid